NC(C(=O)N)(CO)C 2-amino-3-hydroxy-2-methylpropanamide